2,3,5,6-tetraethoxyaniline C(C)OC1=C(N)C(=C(C=C1OCC)OCC)OCC